FC=1C(=NC=CC1)[C@H](C(=O)N1CC2=NN(C=C2C1)S(=O)(=O)C1=CC=C(C=C1)OC)O (2R)-2-(3-fluoropyridin-2-yl)-2-hydroxy-1-[2-(4-methoxybenzenesulfonyl)-2H,4H,5H,6H-pyrrolo[3,4-c]pyrazol-5-yl]ethan-1-one